5-(2,5-dihydroxy-3-(4-hydroxy-3-sulfophenylaminocarbonyl)benzamido)-2-hydroxybenzenesulphonic acid OC1=C(C(=O)NC=2C=CC(=C(C2)S(=O)(=O)O)O)C=C(C=C1C(=O)NC1=CC(=C(C=C1)O)S(=O)(=O)O)O